(1R,3S,5R)-N-(6-bromo-3-methylpyridin-2-yl)-2-(2-(3-(1-hydroxyethyl)-5-(2-methylpyrimidin-5-yl)-1H-pyrazolo[3,4-c]pyridin-1-yl)acetyl)-5-methyl-2-azabicyclo[3.1.0]hexane-3-carboxamide BrC1=CC=C(C(=N1)NC(=O)[C@H]1N([C@@H]2C[C@@]2(C1)C)C(CN1N=C(C=2C1=CN=C(C2)C=2C=NC(=NC2)C)C(C)O)=O)C